CCCCCCCCCC1=CC=CC=C1O n-Nonylphenol